2,5-dioxopyrrolidin-1-yl thiazole-5-carboxylate S1C=NC=C1C(=O)ON1C(CCC1=O)=O